1-tetradecanoyl-2-(9Z-octadecenoyl)-glycero-3-phospho-(1'-sn-glycerol) CCCCCCCCCCCCCC(=O)OC[C@H](COP(=O)(O)OC[C@H](CO)O)OC(=O)CCCCCCC/C=C\CCCCCCCC